CNC(=O)C1CC12CCS(CC2)(=O)=O N-methyl-6,6-dioxo-6λ6-thiaspiro[2.5]octane-1-carboxamide